FC=1C(=NC=CC1CC=1C=NC=C(C1C)OC)N=C(C1=CC=CC=C1)C1=CC=CC=C1 N-[3-fluoro-4-[(5-methoxy-4-methyl-3-pyridinyl)methyl]-2-pyridinyl]-1,1-diphenyl-methanone imine